(R)-N-[(1s)-2-[2-[[6-[(5-cyclobutylthiazol-2-yl)amino]-2-ethyl-pyrimidin-4-yl]amino]ethylamino]-1-methyl-2-oxo-ethyl]-4-(dimethylamino)-N-methyl-but-2-enamide C1(CCC1)C1=CN=C(S1)NC1=CC(=NC(=N1)CC)NCCNC([C@H](C)N(C(C=CCN(C)C)=O)C)=O